4-methylsulfonyl-benzoic Acid CS(=O)(=O)C1=CC=C(C(=O)O)C=C1